(R)-3-(5-(3-(((3-fluorobicyclo[1.1.1]pentan-1-Yl)methyl)amino)piperidin-1-yl)pyridin-2-yl)-N-(6-(pyrrolidin-1-yl)pyrazin-2-yl)oxetane-3-carboxamide FC12CC(C1)(C2)CN[C@H]2CN(CCC2)C=2C=CC(=NC2)C2(COC2)C(=O)NC2=NC(=CN=C2)N2CCCC2